(1RS,3SR)-2,2-dichloro-N-[(R)-1-(4-chlorophenyl)ethyl]-1-ethyl-3-methylcyclopropanecarboxamide ClC1([C@]([C@@H]1C)(C(=O)N[C@H](C)C1=CC=C(C=C1)Cl)CC)Cl |&1:2,3|